Ethyl 2-(2-(cyclopropylmethyl)-1-(3-fluoro-4-aminosulfonylbenzyl)-5-(3-((5-methylthien-2-yl) ethynyl) phenyl)-1H-pyrrole-3-yl)-5-methylthiazole-4-carboxylate C1(CC1)CC=1N(C(=CC1C=1SC(=C(N1)C(=O)OCC)C)C1=CC(=CC=C1)C#CC=1SC(=CC1)C)CC1=CC(=C(C=C1)S(=O)(=O)N)F